(S)-(3-aminopyrrolidin-1-yl)(3-methyl-5-(4-(pyrrolidin-1-ylmethyl)phenyl)thiophen-2-yl)methanone N[C@@H]1CN(CC1)C(=O)C=1SC(=CC1C)C1=CC=C(C=C1)CN1CCCC1